tert-Butyl (2-(2-(3-((4-chlorobenzyl)carbamoyl)-6-((1-((1-methylcyclopropyl)sulfonyl)cyclopropyl)methyl)-7-oxo-4,5,6,7-tetrahydro-1H-pyrazolo[3,4-c]pyridin-1-yl)ethoxy)ethyl)carbamate ClC1=CC=C(CNC(=O)C2=NN(C=3C(N(CCC32)CC3(CC3)S(=O)(=O)C3(CC3)C)=O)CCOCCNC(OC(C)(C)C)=O)C=C1